3,4-dihydroxy-5-methoxybenzylamine hydrochloride Cl.OC=1C=C(CN)C=C(C1O)OC